isocyanatorhodium chlorine [Cl].N(=C=O)[Rh]